N1(C=NC=C1)CCCNC(C(CCSCCC(=O)OCCCCCCCCCCCCCCCC)NC(CCCCC(CCSCCC(=O)[O-])SCCC(=O)[O-])=O)=O 3,3'-((8-((1-((3-(1H-imidazol-1-yl)propyl)amino)-4-((3-(hexadecyloxy)-3-oxopropyl)thio)-1-oxobutan-2-yl)amino)-8-oxooctane-1,3-diyl)bis(sulfanediyl))dipropionate